4-(6-(6-((cyclopropylmethyl)sulfonyl)-3,6-diazabicyclo[3.1.1]heptan-3-yl)pyridin-3-yl)-6-(2-hydroxy-2-methylpropoxy)pyrazolo[1,5-a]pyridine-3-carbonitrile C1(CC1)CS(=O)(=O)N1C2CN(CC1C2)C2=CC=C(C=N2)C=2C=1N(C=C(C2)OCC(C)(C)O)N=CC1C#N